6-(5-(azetidin-3-yl)-3-isopropyl-1H-indol-2-yl)-8-methoxy-[1,2,4]triazolo[1,5-a]pyridine N1CC(C1)C=1C=C2C(=C(NC2=CC1)C=1C=C(C=2N(C1)N=CN2)OC)C(C)C